(9H-fluoren-9-yl)methyl (2-aminoethyl)carbamate hydrochloride salt Cl.NCCNC(OCC1C2=CC=CC=C2C=2C=CC=CC12)=O